1-(4-methoxyphenyl)-4-(1H-1,2,3-triazol-1-yl)-1-butanone COC1=CC=C(C=C1)C(CCCN1N=NC=C1)=O